4-(2,6-dichlorobenzamido)-N-(1-((2-(2,6-dioxopiperidin-3-yl)-4-fluoro-1,3-dioxoisoindolin-5-yl)methyl)piperidin-4-yl)-1H-pyrazole-3-carboxamide ClC1=C(C(=O)NC=2C(=NNC2)C(=O)NC2CCN(CC2)CC=2C(=C3C(N(C(C3=CC2)=O)C2C(NC(CC2)=O)=O)=O)F)C(=CC=C1)Cl